C(C)(C)P(C1=C(SC=C1P(C(C)C)C(C)C)C)C(C)C 3,4-bis(diisopropylphosphino)2-methyl-thiophene